4,6-dimethoxy-5-(2-methylsulfonylethyl)pyrimidin-2-amine COC1=NC(=NC(=C1CCS(=O)(=O)C)OC)N